4-((4-(2-(2,6-diOxopiperidin-3-yl)-4-fluoro-1-oxoisoindolin-5-yl)-3,6-dihydropyridin-1(2H)-yl)methyl)piperidin O=C1NC(CCC1N1C(C2=CC=C(C(=C2C1)F)C=1CCN(CC1)CC1CCNCC1)=O)=O